CC1=C(C=C(N)C=C1)C(F)(F)F 4-methyl-3-(trifluoromethyl)-aniline